C(C)(C)(C)OC(N(C)C(C)C1=NC=CN=C1Cl)=O.OC1=C(C=CC(=C1)O)C=1N=C(SC1)C(C(=O)N)(C)C (4-(2,4-dihydroxyphenyl)thiazol-2-yl)isobutyramide tert-butyl-(1-(3-chloropyrazin-2-yl)ethyl)(methyl)carbamate